4-((tert-butoxycarbonyl)amino)-3'-cyclopropyl-5'-(trifluoromethyl)-[1,1'-biphenyl]-3-carboxylic acid C(C)(C)(C)OC(=O)NC1=C(C=C(C=C1)C1=CC(=CC(=C1)C(F)(F)F)C1CC1)C(=O)O